FC=1C=C(C=CC1F)[C@H]1[C@@H](C1)NC=1C2=C(N=C(N1)SCCC)NN=N2 N-((1R,2S)-2-(3,4-difluorophenyl)cyclopropyl)-5-(propylthio)-3H-[1,2,3]triazolo[4,5-d]pyrimidin-7-amine